(R)-1-((4-phenylbutyryl)-L-alanyl)pyrrolidine-2-carboxamide C1(=CC=CC=C1)CCCC(=O)N[C@@H](C)C(=O)N1[C@H](CCC1)C(=O)N